3,4-dichloro-2-fluorobenzylamine ClC=1C(=C(CN)C=CC1Cl)F